O1C(=CC=C1)C1=C(C=CC(=C1)CNC)NS(=O)(=O)C=1C=NC=CC1 N-(2-(furan-2-yl)-4-((methylamino)methyl)phenyl)pyridine-3-sulfonamide